(R)-6-(2-hydroxy-2-(3'-(trifluoromethoxy)-[1,1'-biphenyl]-3-yl)acetyl)-2-(1-(3-isopropylphenyl)cyclopropyl)-3,5,6,7,8,9-hexahydro-4H-pyrimido[5,4-c]azepin-4-one O[C@@H](C(=O)N1CC2=C(CCC1)N=C(NC2=O)C2(CC2)C2=CC(=CC=C2)C(C)C)C=2C=C(C=CC2)C2=CC(=CC=C2)OC(F)(F)F